ClC1=C(C(=NN1C)C1=NOC(=C1)C)C(=O)N1CCC2(CCN(C2)CCC(C)(C)C)CC1 (5-Chloro-1-methyl-3-(5-methylisoxazol-3-yl)-1H-pyrazol-4-yl)(2-(3,3-dimethylbutyl)-2,8-diazaspiro[4.5]decan-8-yl)methanone